4-(4-(((3-amino-6-(2,5-dimethyl-1,2,3,4-tetrahydroisoquinolin-7-yl)pyrazin-2-yl)oxy)methyl)pyridin-2-yl)-2-methylbut-3-yn-2-ol NC=1C(=NC(=CN1)C1=CC(=C2CCN(CC2=C1)C)C)OCC1=CC(=NC=C1)C#CC(C)(O)C